FC(C(=O)NC=1N=CC2=CC=C(C=C2C1)C=1N=NN(C1)C)(C)C 2-fluoro-2-methyl-N-(6-(1-methyl-1H-1,2,3-triazol-4-yl)isoquinolin-3-yl)propanamide